C1(=CC=CC=C1)OC(=O)C=1SC=CC1.N=1C=NN2C1C=C(C=C2)C2=CC=C(C=C2)CC(=O)N 2-[4-([1,2,4]triazolo[1,5-a]pyridin-7-yl)phenyl]acetamide phenylthiophene-2-carboxylate